2-((1H-pyrrolo[2,3-b]pyridin-5-yl)oxy)-6-fluoro-4-(2-(2-(2-isopropylphenyl)pyrrolidin-1-yl)-7-azaspiro[3.5]nonan-7-yl)benzoic acid N1C=CC=2C1=NC=C(C2)OC2=C(C(=O)O)C(=CC(=C2)N2CCC1(CC(C1)N1C(CCC1)C1=C(C=CC=C1)C(C)C)CC2)F